Methyl 3-chloro-6-(2-chloro-3-cyano-4-(trifluoromethyl) phenyl)picolinate ClC=1C(=NC(=CC1)C1=C(C(=C(C=C1)C(F)(F)F)C#N)Cl)C(=O)OC